ClC1=C(C=C2C(=NC=NC2=C1)N1CCN(CC1)C(C=C)=O)N1CCOCC1 1-(4-(7-chloro-6-morpholinoquinazolin-4-yl)piperazin-1-yl)prop-2-en-1-one